methyl 5-bromo-4-(difluoromethyl)-2-fluorobenzoate BrC=1C(=CC(=C(C(=O)OC)C1)F)C(F)F